O1C(OCC1)C1CCN(CC1)C1=CC=C(C=C1)N1C(N(C(CC1)=O)CC1=CC=C(C=C1)OC)=O 1-{4-[4-(1,3-dioxolan-2-yl)piperidin-1-yl]phenyl}-3-[(4-methoxyphenyl)methyl]-1,3-diazinane-2,4-dione